C(C)(C)NC1=C(C=NC2=C1NC=1C=C(C=CC21)C#N)C2=CC(=NO2)C2CCNCC2 4-(isopropylamino)-3-(3-(piperidin-4-yl)isoxazol-5-yl)-5H-pyrido[3,2-B]indole-7-carbonitrile